(E)-2-cyclobutoxy-4-cyclopentyl-N-(3-(methylsulfonyl)allyl)benzamide C1(CCC1)OC1=C(C(=O)NC\C=C\S(=O)(=O)C)C=CC(=C1)C1CCCC1